3-[[2-[4-(4-ethoxy-6-oxo-1H-pyridin-3-yl)-2-fluorophenyl]acetyl]amino]-N-[2-[(2R)-2-methylpyrrolidin-1-yl]ethyl]-5-(trifluoromethyl)benzamide Manganese (3+) chloride [Cl-].[Mn+3].C(C)OC=1C(=CNC(C1)=O)C1=CC(=C(C=C1)CC(=O)NC=1C=C(C(=O)NCCN2[C@@H](CCC2)C)C=C(C1)C(F)(F)F)F.[Cl-].[Cl-]